C1(CC1)C1=NN(C=C1C1=NC2=CC=CC=C2N=C1)C1CN(C1)CCC1=C2C(N(C(C2=CC=C1)=O)C1C(NC(CC1)=O)=O)=O (2-(3-(3-cyclopropyl-4-(quinoxalin-2-yl)-1H-pyrazol-1-yl)azetidin-1-yl)ethyl)-2-(2,6-dioxopiperidin-3-yl)isoindoline-1,3-dione